CC1(CCN(CC1)C(=O)OC(C)(C)C)NC(C1=C(C=CC=C1)N1CCOCC1)C(F)(F)F t-butyl 4-methyl-4-((2-morpholino (trifluoromethyl)benzyl)amino)piperidine-1-carboxylate